bicyclo[4.2.0]octa-1(6),2,4-triene-7-carboxylic acid C1=2C=CC=CC2C(C1)C(=O)O